C(CCCCCCCCC)N(CCCCCCC(C(=O)[O-])C(=O)[O-])CCO 2-(6-(decyl(2-hydroxyethyl)amino)hexyl)malonate